((5-(3-((tert-Butyldimethylsilyl)oxy)-2-fluorophenyl)-3-(3-methylbenzyl)pyrazin-2-yl)amino)-3-(furan-2-yl)acrylic acid tert-butyl ester C(C)(C)(C)OC(C(=CC=1OC=CC1)NC1=NC=C(N=C1CC1=CC(=CC=C1)C)C1=C(C(=CC=C1)O[Si](C)(C)C(C)(C)C)F)=O